ClC=1C=C(C(=NC1)[C@H](C(C)C)NC(OC(C)(C)C)=O)C(C)O tert-butyl ((1S)-1-(5-chloro-3-(1-hydroxyethyl)pyridin-2-yl)-2-methylpropyl)carbamate